CC(C(=O)O)=C(C=O)C 2,3-dimethyl-4-oxobut-2-enoic acid